FC(C=1C=C(C=C(C1)C(F)(F)F)C1=NN(C=N1)/C=C(/C(=O)N)\C1=CC=CC=C1)(F)F (E)-3-(3-(3,5-bis(trifluoromethyl)phenyl)-1H-1,2,4-triazol-1-yl)-2-phenylacrylamide